imidazo[1,2-a]pyridin-3-ylcarboxamide N=1C=C(N2C1C=CC=C2)C(=O)N